4-[2-[4-[6-[3-(6-methyl-2-pyridyl)-1H-pyrazol-4-yl]-1,5-naphthyridin-3-yl]triazol-1-yl]ethyl]morpholine CC1=CC=CC(=N1)C1=NNC=C1C=1N=C2C=C(C=NC2=CC1)C=1N=NN(C1)CCN1CCOCC1